2-[[6-chloro-3-[(4-sulfamoylphenyl)sulfamoyl]-4-quinolyl]amino]benzoic acid ClC=1C=C2C(=C(C=NC2=CC1)S(NC1=CC=C(C=C1)S(N)(=O)=O)(=O)=O)NC1=C(C(=O)O)C=CC=C1